2-ethyl-4-(2,2,3-trimethylcyclopent-3-en-1-yl)pent-2-en-1-ol C(C)C(CO)=CC(C)C1C(C(=CC1)C)(C)C